FC(C(C)(C)OC[C@H](N)C(=O)O)(F)F O-(1,1,1-trifluoro-2-methylpropan-2-yl)-L-serine